[Li+].FC(C(CS(=O)(=O)[O-])(F)F)(C(F)(F)F)F.[Li+].FC(C(CS(=O)(=O)[O-])(F)F)(C(F)(F)F)F lithium heptafluorobutyl-sulfonate lithium